2-((1r,3r)-3-(4-(2-(4-hydroxyphenyl)propane-2-yl)phenoxy)cyclobutyl)isoindoline-1,3-dione OC1=CC=C(C=C1)C(C)(C)C1=CC=C(OC2CC(C2)N2C(C3=CC=CC=C3C2=O)=O)C=C1